FC=1C=C(C=C(C1)C=1C=NN(C1)C)[C@@H]1NOCC1 (R)-3-(3-fluoro-5-(1-methyl-1H-pyrazol-4-yl)phenyl)isoxazolidine